(S)-tert-butyl (3-hydroxy-1-(methyl(m-tolyl)amino)-1-oxopropan-2-yl)carbamate OC[C@@H](C(=O)N(C=1C=C(C=CC1)C)C)NC(OC(C)(C)C)=O